C(C(=C)C)(=O)OOCC=C allyloxy methacrylate